4-[4-(1,3-benzodioxol-5-yl)-5-(2-pyridinyl)-1H-imidazol-yl]-benzamide O1COC2=C1C=CC(=C2)C=2N=CN(C2C2=NC=CC=C2)C2=CC=C(C(=O)N)C=C2